N1=C(C=CC=C1)CCOC1=CC=C(CN2C3=C(C4=CC=CC=C24)C=CC=N3)C=C1 9-(4-(2-(pyridin-2-yl)ethoxy)benzyl)-9H-pyrido[2,3-b]indole